Racemic-17-amino-10,10-dimethyl-6,15-bis(trifluoromethyl)-19-oxa-3,4,13,18-tetrazatricyclo[12.3.1.12,5]nonadeca-1(18),2,4,14,16-pentaen-6-ol NC1=CC(=C2NCCC(CCC[C@](C3=NN=C(C1=N2)O3)(O)C(F)(F)F)(C)C)C(F)(F)F |r|